ClC=1C=C(C=C(C1OC=1C=C2C(C(NC2=CC1)=O)(F)F)Cl)NC(C(=O)OCC)=O ethyl 2-((3,5-dichloro-4-((3,3-difluoro-2-oxoindolin-5-yl)oxy)phenyl)amino)-2-oxoacetate